BrC1(C(NC2=NC=C(C=C21)Br)=O)Br 3,3,5-tribromo-1,3-dihydro-2H-pyrrolo[2,3-b]pyridin-2-one